FC1=CC=CC=2C3=C(NC12)C=CC=N3 6-Fluoro-5H-pyrido[3,2-b]indole